3-methyl-2-(trifluoromethyl)pyridin-4-amine CC=1C(=NC=CC1N)C(F)(F)F